BrC1=NN(C(=C1)C(=O)N(C)C1=C(C=C(C=C1C(NCC)=O)Cl)Br)C1=NC=CC=C1Cl 3-bromo-1-(3-chloropyridin-2-yl)-N-(2-bromo-4-chloro-6-(ethylcarbamoyl)phenyl)-N-methyl-1H-pyrazole-5-carboxamide